C1(=CC=CC=C1)S(=O)(=O)N1C2CN(C(C1)C2)C(=O)OC(C)(C)C tert-Butyl 5-(phenylsulfonyl)-2,5-diazabicyclo[2.2.1]heptane-2-carboxylate